ClC1=C(C=CC=C1Cl)C1=NNC2=NC(=CN=C21)N2CC1C(C1CC2)(C2=C(C=CC=C2)F)CN [3-[3-(2,3-dichlorophenyl)-1H-pyrazolo[3,4-b]pyrazin-6-yl]-7-(2-fluorophenyl)-3-azabicyclo[4.1.0]heptan-7-yl]methanamine